2-(1-methylpyrrolidin-2-yl)acetic acid CN1C(CCC1)CC(=O)O